C(C)CC(CC(=O)[O-])=O.C(C)(C)O[Ti+](OC(C)C)OC(C)C triisopropoxytitanium (ethylacetoacetate)